2-(2-methyl-4-(tetrahydro-2H-pyran-4-yl)piperazin-1-yl)-4H-pyrrolo[3,2-d]thiazole CC1N(CCN(C1)C1CCOCC1)C=1SC2=C(N1)C=CN2